dihydroxyethyl methyl sulfate S(=O)(=O)(OCC(O)O)OC